C(C)N(C(C(\C=C\C1=CC=CC=C1)(F)F)=O)CC (E)-N,N-diethyl-4-phenyl-2,2-difluoro-3-butenamide